2-(1-(difluoromethyl)-1H-indazole-6-carboxamido)-4-(3-(2-(5,6,7,8-tetrahydro-1,8-naphthyridin-2-yl)ethyl)pyrrolidin-1-yl)butanoic acid FC(N1N=CC2=CC=C(C=C12)C(=O)NC(C(=O)O)CCN1CC(CC1)CCC1=NC=2NCCCC2C=C1)F